amino-β-carboxyhexadienoate NC(C(=O)[O-])=C(C=CC)C(=O)O